COCOC1=C(C=CC=C1)C=1C=C2C(=NN1)NC[C@@H]1N2CCN(C1)CCOC1=NOC(=C1)C(C(=O)OCC)C(C)C Ethyl 2-(3-(2-((S)-2-(2-(methoxymethoxy)phenyl)-6a,7,9,10-tetrahydro-5H-pyrazino[1',2':4,5]pyrazino[2,3-c]pyridazin-8(6H)-yl)ethoxy)isoxazol-5-yl)-3-methylbutanoate